2,2-bis(4-(4-aminophenoxy)phenyl)propane NC1=CC=C(OC2=CC=C(C=C2)C(C)(C)C2=CC=C(C=C2)OC2=CC=C(C=C2)N)C=C1